C(C)OC(COC1C[C@H]2CC[C@@H](C1)N2C(=O)OC(C)(C)C)=O tert-butyl (1R,5S)-3-(2-ethoxy-2-oxo-ethoxy)-8-azabicyclo[3.2.1]octane-8-carboxylate